C(C)(C)(C)OC(C(CC=1C=NC=CC1)NCC(=O)NC1=C(C=CC(=C1)Cl)N1N=NC(=C1)Cl)=O 2-((2-((5-chloro-2-(4-chloro-1H-1,2,3-triazol-1-yl)phenyl)amino)-2-oxoethyl)amino)-3-(pyridin-3-yl)propanoic acid tert-butyl ester